C(C)(C)(C)C=1C=C(C=C(C1O)C(C)(C)C)N1C(N(C(N(C1=O)C1=CC(=C(C(=C1)C(C)(C)C)O)C(C)(C)C)=O)C1=CC(=C(C(=C1)C(C)(C)C)O)C(C)(C)C)=O 1,3,5-tris(3,5-di-tert-butyl-4-hydroxyphenyl)-1,3,5-triazine-2,4,6(1H,3H,5H)-trione